N-(4-((4,4-difluoropiperidin-1-yl)methyl)thiazol-2-yl)-5-(3-methoxyphenyl)-2-methylfuran-3-carboxamide FC1(CCN(CC1)CC=1N=C(SC1)NC(=O)C1=C(OC(=C1)C1=CC(=CC=C1)OC)C)F